CCCCCCOC1=CC=C(C=C1)C=NC2=CC=C(C=C2)C#N 4'-hexyloxybenzylidene-4-cyanoaniline